C(CCCCCCCCCCCCC)(=O)OC(C)C tetradecanoic acid, propan-2-yl ester